C(C)(C)(C)OC(=O)N1CCC(CC1)(C(NC=1C=NC=CC1)=O)C 4-methyl-4-[N-(pyridin-3-yl)carbamoyl]piperidine-1-carboxylic acid tert-butyl ester